FC1=C(C(=O)[O-])C=C(C=C1)[N+](=O)[O-] 2-fluoro-5-nitrobenzoat